Di-tert-butyl ((2,6-dimethoxy-4-(4-phenyl-5-(thiophen-2-yl)-1H-imidazol-2-yl)phenoxy)methyl) phosphate P(=O)(OC(C)(C)C)(OC(C)(C)C)OCOC1=C(C=C(C=C1OC)C=1NC(=C(N1)C1=CC=CC=C1)C=1SC=CC1)OC